isopropyltri-t-amyloxytin C(C)(C)[Sn](OC(C)(C)CC)(OC(C)(C)CC)OC(C)(C)CC